4-(7-(4-(cyclopropanecarbonyl)piperazin-1-yl)imidazo[1,2-b]pyridazin-3-yl)-N-cyclopropyl-2-(difluoromethoxy)-6-methoxybenzamide C1(CC1)C(=O)N1CCN(CC1)C1=CC=2N(N=C1)C(=CN2)C2=CC(=C(C(=O)NC1CC1)C(=C2)OC)OC(F)F